N-(2-chloro-6-methylphenyl)-2-((6-(((3-(2,4-dioxotetrahydropyrimidin-1(2H)-yl)pyridin-4-yl)methyl)amino)-2-methylpyrimidin-4-yl)amino)thiazole-5-carboxamide ClC1=C(C(=CC=C1)C)NC(=O)C1=CN=C(S1)NC1=NC(=NC(=C1)NCC1=C(C=NC=C1)N1C(NC(CC1)=O)=O)C